(S)-N-(8,9-Difluoro-6-oxo-1,2,3,4,5,6-hexahydrobenzo[c][1,7]naphthyridin-1-yl)-4,6-difluoro-N-methyl-1H-indole-2-carboxamide FC=1C(=CC2=C(C(NC=3CNC[C@H](C23)N(C(=O)C=2NC3=CC(=CC(=C3C2)F)F)C)=O)C1)F